CC1=NC(=CC(=N1)NC1=C(C(=O)NOCC)C(=CC=N1)NC1=C(C=C(C=C1)CC)NS(=O)(=O)C)C ((2,6-dimethylpyrimidin-4-yl)amino)-N-ethoxy-4-((4-ethyl-2-(N-methylsulfonylamino)phenyl)amino)nicotinamide